2-{[2-({6-[4-(5-chloro-2-fluorobenzenesulfonamido)phenyl]-3-methyl-1H-pyrazolo[3,4-d]pyrimidin-4-yl}amino)ethyl](methyl)amino}ethyl propanoate C(CC)(=O)OCCN(C)CCNC1=C2C(=NC(=N1)C1=CC=C(C=C1)NS(=O)(=O)C1=C(C=CC(=C1)Cl)F)NN=C2C